5-((2-aminothiazol-5-yl)thio)-2-hydroxybenzoic acid NC=1SC(=CN1)SC=1C=CC(=C(C(=O)O)C1)O